FC1(CN(CC[C@H]1NC1=NN2C(C(=N1)OC)=C(C=C2)C=2C=C(C1=C(N(C(=N1)C)CCF)C2)F)C)F (R)-N-(3,3-difluoro-1-methylpiperidin-4-yl)-5-(4-fluoro-1-(2-fluoroethyl)-2-methyl-1H-benzo[d]imidazol-6-yl)-4-methoxypyrrolo[2,1-f][1,2,4]triazin-2-amine